4-(6-bromoquinazolin-4-yl)-3,6-dihydropyridine-1(2H)-carboxylic acid tert-butyl ester C(C)(C)(C)OC(=O)N1CCC(=CC1)C1=NC=NC2=CC=C(C=C12)Br